di-lithium isophthalic acid C(C1=CC(C(=O)O)=CC=C1)(=O)O.[Li].[Li]